CN(C)CC=1C=C(C=CC1)NC=1C=CC(=NC1)C1=CC=CC2=C1OC(CO2)C[NH-] {8-[5-(3-dimethylaminomethyl-phenylamino)-pyridin-2-yl]-2,3-dihydro-benzo[1,4]dioxin-2-ylmethyl}-amid